3-(trihydroxysilyl)propyl methylphosphonate, monosodium salt [Na+].CP(OCCC[Si](O)(O)O)([O-])=O